5-chloro-2-(1H-tetrazol-1-yl)benzyl (2-((6-cyclopropylimidazo[1,2-a]pyridin-2-yl)methyl)-2H-pyrazolo[4,3-c]pyridin-4-yl)carbamate C1(CC1)C=1C=CC=2N(C1)C=C(N2)CN2N=C1C(C(=NC=C1)NC(OCC1=C(C=CC(=C1)Cl)N1N=NN=C1)=O)=C2